(2S)-2-({2-[3-Cyano-4-(4-methoxyphenyl)-5-methylthiophen-2-yl]-1,3-dioxo-2,3-dihydro-1H-isoindole-5-carbonyl}-amino)-4-methyl-pentanoic acid C(#N)C1=C(SC(=C1C1=CC=C(C=C1)OC)C)N1C(C2=CC=C(C=C2C1=O)C(=O)N[C@H](C(=O)O)CC(C)C)=O